tert-butyl-[2-(2,4,6-triisopropylphenyl)phenyl]phosphine C(C)(C)(C)PC1=C(C=CC=C1)C1=C(C=C(C=C1C(C)C)C(C)C)C(C)C